1-(3-chloro-2-fluorobenzyl)-2-(cyanomethyl)-4-((3-fluoro-6-(thiazol-2-ylamino)pyridin-2-yl)methyl)piperidine-4-carboxylic acid ClC=1C(=C(CN2C(CC(CC2)(C(=O)O)CC2=NC(=CC=C2F)NC=2SC=CN2)CC#N)C=CC1)F